2-[(3,4-dichloro)-phenylacrylamido]-3-(4-benzyloxyphenyl)-propionic acid ClC=1C=C(C=CC1Cl)C=CC(=O)NC(C(=O)O)CC1=CC=C(C=C1)OCC1=CC=CC=C1